1-Methyl-5-(methylsulfonyl)-1H-pyrrolo[2,3-b]pyridin-6-amine CN1C=CC=2C1=NC(=C(C2)S(=O)(=O)C)N